(R)-8-(7,7-difluoro-2-(2-(fluoromethyl)azetidin-1-yl)-6,7-dihydro-5H-cyclopenta[d]pyrimidin-4-yl)-2,3,4,5-tetrahydrobenzo[f][1,4]thiazepine 1,1-dioxide FC1(CCC2=C1N=C(N=C2C2=CC1=C(CNCCS1(=O)=O)C=C2)N2[C@H](CC2)CF)F